methyl 2-amino-4-bromo-6-fluorobenzoate NC1=C(C(=O)OC)C(=CC(=C1)Br)F